COCCCN(C=1SC=C(N1)C(=O)OCC)C=1N=NC(=C(C1)C)\N=C\1/SC2=C(N1COCC[Si](C)(C)C)C=CC=C2 ethyl 2-[(3-methoxypropyl) (5-methyl-6-{[(2Z)-3-{[2-(trimethylsilyl) ethoxy] methyl}-2,3-dihydro-1,3-benzothiazol-2-ylidene] amino} pyridazin-3-yl) amino]-1,3-thiazole-4-carboxylate